C1=CC(=CC=2C3=CC=CC=C3NC12)N1C2=CC=CC=C2C=2C=CC=CC12 3,9-bicarbazole